propyl-phthalic acid amide C(CC)C1=C(C(C(=O)N)=CC=C1)C(=O)O